N1C(=NC=C1)CNCC[C@@H](OC1=C(C#N)C=CC(=N1)C)C1=CC=CC=C1 (R)-2-(3-(((1H-imidazol-2-yl)methyl)amino)-1-phenylpropoxy)-6-methyl-nicotinonitrile